C(C)(C)(C)OC(=O)N1CCN(CC1)C1=C2CC(N(CC2=CC=C1)C(=O)OC(C)(C)C)CNC1=NC=2CCCCC2C=C1 tert-butyl 5-(4-(tert-butoxycarbonyl)piperazin-1-yl)-3-((((S)-5,6,7,8-tetrahydroquinolinyl)amino)methyl)-3,4-dihydroisoquinoline-2(1H)-carboxylate